C(C#C)NC=1C2=C(N(C(N1)=O)C=1C=NC=CC1)C=C(C=N2)C(F)(F)F 4-(prop-2-yn-1-ylamino)-1-(pyridin-3-yl)-7-(trifluoromethyl)pyrido[3,2-d]pyrimidin-2(1H)-one